BrC1=CC=2C=C3N(C(=NN(C3=O)CC(=O)O)C(C)C)C2S1 2-(2-bromo-8-isopropyl-5-oxothieno[3',2':4,5]pyrrolo[1,2-d][1,2,4]triazin-6(5H)-yl)acetic acid